4-[(2-bromophenyl)amino]-2-{[6-methoxy-2-(3,3,3-trifluoropropanoyl)-1,2,3,4-tetrahydroisoquinolin-7-yl]amino}pyrimidine-5-carboxamide BrC1=C(C=CC=C1)NC1=NC(=NC=C1C(=O)N)NC1=C(C=C2CCN(CC2=C1)C(CC(F)(F)F)=O)OC